6-nitro-3-(3-cyclohexyl-2-hydroxyiminopropionyl)-9-(2-ethylhexyl)carbazole [N+](=O)([O-])C=1C=C2C=3C=C(C=CC3N(C2=CC1)CC(CCCC)CC)C(C(CC1CCCCC1)=NO)=O